5-bromo-6-nitroindoline BrC=1C=C2CCNC2=CC1[N+](=O)[O-]